4-isopropyl-1,3,5-triazine-2,4-diamine C(C)(C)C1(NC(=NC=N1)N)N